COC1=C(CN(C=2N=CN(C(C2C(=O)OC)=O)C2=C(C=CC=C2Cl)Br)CC2=C(C=C(C=C2)OC)OC)C=CC(=C1)OC methyl 4-(bis(2,4-dimethoxybenzyl)amino)-1-(2-bromo-6-chlorophenyl)-6-oxo-1,6-dihydropyrimidine-5-carboxylate